(1R,3S,5R)-2-(2-(4-amino-7-fluoro-9H-pyrimido[4,5-b]indol-9-yl)acetyl)-N-(6-bromopyridin-2-yl)-2-azabicyclo[3.1.0]hexane-3-carboxamide NC1=NC=NC=2N(C3=CC(=CC=C3C21)F)CC(=O)N2[C@@H]1C[C@@H]1C[C@H]2C(=O)NC2=NC(=CC=C2)Br